BrC1=C(C=CC(=C1)C)NC(=O)NC1=CC=C(C=C1)C=1N=C(SC1)C1=CC=C(C=C1)OCCN1CCOCC1 1-(2-bromo-4-methylphenyl)-3-(4-(2-(4-(2-morpholinoethoxy)phenyl)thiazol-4-yl)phenyl)urea